Cl.N[C@]1(C([C@H](CCC1)O)=O)C1=C(C=CC=C1)Cl (2S,6S)-(+)-2-amino-2-(2-chlorophenyl)-6-hydroxycyclohexanone hydrochloride